3-methyl-6,7-dihydro-5H-cyclopenta[c]pyridine-1,5-diamine hydrochloride Cl.CC1=CC2=C(C(=N1)N)CCC2N